OC1(C(C=C(C=C1)C(=O)[O-])O)C(=O)[O-] 1,2-dihydroxy-3,5-cyclohexadiene-1,4-dicarboxylate